CC1=NC(=CC(=N1)C)O 2,4-dimethyl-6-hydroxy-pyrimidine